(3-((4-((2-(diethylamino)ethyl)carbamoyl)-3,5-dimethyl-1H-pyrrol-2-yl)methylene)-2-oxindol-6-yl)malonamide C(C)N(CCNC(=O)C=1C(=C(NC1C)C=C1C(NC2=CC(=CC=C12)C(C(=O)N)C(=O)N)=O)C)CC